(R)-(R)-2-acetamido-3-mercaptopropanoic acid C(C)(=O)N[C@H](C(=O)O)CS